potassium vinyltrifluoro-borate C(=C)[B-](F)(F)F.[K+]